6-chloro-3-iodo-8-methoxy-imidazo[1,2-b]pyridazine ClC=1C=C(C=2N(N1)C(=CN2)I)OC